rel-(R)-1-(2-(azepan-2-yl)benzyl)-2-thioxo-1,2,3,5-tetrahydro-4H-pyrrolo[3,2-d]pyrimidin-4-one N1[C@H](CCCCC1)C1=C(CN2C(NC(C3=C2C=CN3)=O)=S)C=CC=C1 |o1:1|